C1(CC1)C=1SC(=CN1)C=1C=C(C=CC1)N(C(=O)[C@@H]1CC[C@H](CC1)NC(CNC)=O)C[C@@H]1CC[C@H](CC1)C1=CC(=C(C=C1)OC)C trans-N-(3-(2-Cyclopropylthiazol-5-yl)phenyl)-N-((trans-4-(4-methoxy-3-methylphenyl)cyclohexyl)methyl)-4-(2-(methylamino)acetamido)cyclohexanecarboxamide